FC(C(=O)NNC(C1=CN=C(C=C1)CN1C(N(C2(C1=O)CCN(CC2)C2COC2)C2=CC(=CC=C2)F)=O)=O)F N'-(2,2-difluoroacetyl)-6-((1-(3-fluorophenyl)-8-(oxetan-3-yl)-2,4-dioxo-1,3,8-triazaspiro[4.5]decan-3-yl)methyl)nicotinohydrazide